FC1=CC(=C(C(=O)NC2CCC(CC2)NC2=CC(=NC3=CC=CC=C23)C(F)(F)F)C=C1)OC 4-fluoro-2-methoxy-N-[(1s,4s)-4-{[2-(trifluoromethyl)quinolin-4-yl]amino}cyclohexyl]benzamide